CC1CN(CC(C1)C=1C=NNC1)C1=NC=CC(=N1)C1=CN=C2N1C=C(C=C2)C(F)(F)F 2-[3-methyl-5-(1H-pyrazol-4-yl)piperidin-1-yl]-4-[6-(trifluoromethyl)imidazo[1,2-a]pyridin-3-yl]pyrimidine